BrC1=C(C=C(OC2CCC(CC2)OCCCN2CCN(CC2)C=2C=CC=C3C(=NN(C23)C)C2C(NC(CC2)=O)=O)C=C1)C 3-(7-(4-(3-(((1r,4r)-4-(4-bromo-3-methylphenoxy)cyclohexyl)oxy)propyl)piperazin-1-yl)-1-methyl-1H-indazol-3-yl)piperidine-2,6-dione